N(=C=O)C=1C(=NC=CC1C)C(C)C 3-isocyanato-2-isopropyl-4-methylpyridine